BrC1=NC=CC(=C1)/C(=C/C(=O)OCC)/C(F)(F)F (Z)-ethyl 3-(2-bromopyridin-4-yl)-4,4,4-trifluorobut-2-enoate